4-nitro-3-phenylbutyric acid ethyl ester C(C)OC(CC(C[N+](=O)[O-])C1=CC=CC=C1)=O